C(C)(C)(C)OC(=O)N[C@@H](CCSC)C(=O)N[C@@H]([C@@H](C)CC)C(=O)NCCN1C(C=CC1=O)=O N-(tert-butoxycarbonyl)-L-methionyl-N1-[2-(2,5-dioxo-2,5-dihydro-1H-pyrrol-1-yl)ethyl]-L-isoleucinamide